C(C1=CC=CC=C1)OC1CC(OC1)C(=O)OCC ethyl 4-(benzyloxy)tetrahydrofuran-2-carboxylate